difluoro-2-(3-(piperidin-1-yl)phenyl)acetamide FC(C(=O)N)(C1=CC(=CC=C1)N1CCCCC1)F